NC1(CCCCCC1)O amino-cycloheptanol